4-(8-bromo-1,6-naphthyridin-2-yl)morpholine BrC=1C=NC=C2C=CC(=NC12)N1CCOCC1